P(O)(=O)(OP(=O)(O)OP(=O)(O)O)OC[C@@H]1[C@H]([C@H]([C@@H](O1)C1=C(N(C(=O)NC1=O)C)NC)O)O 1-methyl-6-methylamino-pseudouridine triphosphate